C(C)(C)(C)[Si](OC1CC=C(CC1)B1OC(C(O1)(C)C)(C)C)(C)C tert-butyldimethyl-((4-(4,4,5,5-tetramethyl-1,3,2-dioxaborolan-2-yl)cyclohex-3-en-1-yl)oxy)silane